2,2'-thiobis(2-t-butyl-5-methylphenol) S(C1(C(C=C(C=C1)C)O)C(C)(C)C)C1(C(C=C(C=C1)C)O)C(C)(C)C